FC(C(=O)O)(F)F.FC(C(=O)O)(F)F.NC12[C@H](CC(CC1)(CC2)NC(COC2=CC(=C1C=NNC1=C2)F)=O)O (S)-N-(4-amino-3-hydroxybicyclo[2.2.2]oct-1-yl)-2-((4-fluoro-1H-indazol-6-yl)oxy)acetamide bistrifluoroacetate